[2-(Difluoromethyl)pyrrolidin-1-yl]-[rac-(5S,7S)-7-fluoro-5-phenyl-6,7-dihydro-5H-pyrrolo[1,2-b][1,2,4]triazol-2-yl]methanon FC(C1N(CCC1)C(=O)C=1N=C2N(N1)[C@@H](C[C@@H]2F)C2=CC=CC=C2)F |r|